tert-butyl (2-ethoxy-4-(trifluoromethyl)phenethyl)carbamate C(C)OC1=C(CCNC(OC(C)(C)C)=O)C=CC(=C1)C(F)(F)F